N-[2,6-Dimethyl-4-(4-trifluoromethyl-benzylamino)-phenyl]-acetamide CC1=C(C(=CC(=C1)NCC1=CC=C(C=C1)C(F)(F)F)C)NC(C)=O